ClC1=CC=C(C=C1)N1C(=NN=C1COC)[C@@H]1CC[C@H](CC1)OC1=NC=C(C=C1)C trans-2-((4-(4-(4-chlorophenyl)-5-(methoxymethyl)-4H-1,2,4-triazol-3-yl)cyclohexyl)oxy)-5-methylpyridine